N-(1-(4-(cyclopropanesulfonamido)pyridin-2-yl)-2-(piperazin-1-yl)ethyl)-5-(6-ethoxypyrazin-2-yl)thiazole-2-carboxamide C1(CC1)S(=O)(=O)NC1=CC(=NC=C1)C(CN1CCNCC1)NC(=O)C=1SC(=CN1)C1=NC(=CN=C1)OCC